C(C)OC(=O)C1=C(C=CCC1(C)C)C.ClC1=CC=C(C=C1)C=1C(=NC=CN1)C(=O)N/N=C/C1=CC(=CC(=C1)OC)OC (4-chlorophenyl)-N'-[(E)-(3,5-dimethoxyphenyl)methylene]pyrazine-2-carbohydrazide ethyl-2,6,6-trimethylcyclohexa-1,3-diene-1-carboxylate